OCCNC1=C(C(=CC=2N(C(=NC21)C)C)C)C=2C=CC=C1C(=CNC21)C(=O)C2=CC(=C(C(=C2)F)F)F (7-(4-((2-hydroxyethyl)amino)-1,2,6-trimethyl-1H-benzo[d]imidazol-5-yl)-1H-indol-3-yl)(3,4,5-trifluorophenyl)methanone